F[C@H]1CN(CC1)C(CNS(=O)(=O)C1=CC=C2C=CNC2=C1)C1=CN(C2=CC=CC=C12)C N-(2-((R)-3-fluoropyrrolidin-1-yl)-2-(1-methyl-1H-indol-3-yl)ethyl)-1H-indole-6-sulfonamide